4-(2-cyano-7-((5-methoxy-7-methyl-1H-indol-4-yl)methyl)-7-azaspiro[3.5]nonan-6-yl)-N-(2-cyclopropyl-2-azaspiro[3.3]heptan-6-yl)benzamide C(#N)C1CC2(C1)CC(N(CC2)CC2=C1C=CNC1=C(C=C2OC)C)C2=CC=C(C(=O)NC1CC3(CN(C3)C3CC3)C1)C=C2